C(CC(=O)O)(=O)C=1N=C(C=2N=CN([C@H]3[C@H](O)[C@H](OP(=O)(O)O)[C@@H](COP(=O)(O)OP(=O)(O)OCC(C)(C)[C@@H](O)C(=O)NCCC(=O)NCCS)O3)C2N1)N 2-Malonyl-CoA